C(#C)[C@H]1CNCCO1 (S)-2-ethynyl-morpholine